(1-(4-(1,1-difluoroethyl)pyridin-2-yl)-3-morpholino-1H-pyrrolo[3,2-c]pyridin-6-yl)acetamide FC(C)(F)C1=CC(=NC=C1)N1C=C(C=2C=NC(=CC21)CC(=O)N)N2CCOCC2